N1=C(C=CC=C1)C1=NC=CC=C1C1=NC=CC=C1C1=NC=CC=C1.[Co] cobalt quaterpyridine